C(C)OC(C(=CC1=CC=C(C=C1)C#N)C#N)=O cyano-β-(p-cyanophenyl)acrylic acid ethyl ester